[Si](C)(C)(C(C)(C)C)OCCOC(C)O 2-[(tert-butyldimethylsilyl)oxy]ethoxyethanol